γ-glutamyl-diaminopimelic acid N[C@@H](CCC(=O)O)C(=O)C(C[C@H](N)C(=O)O)C[C@@H](N)C(=O)O